allyl-pyridoxine tripalmitate C(CCCCCCCCCCCCCCC)(=O)OC=1C(=NC=C(C1COC(CCCCCCCCCCCCCCC)=O)COC(CCCCCCCCCCCCCCC)=O)CCC=C